4-Methyl-N-(4-(4-(pyridin-3-yl)piperazin-1-yl)phenyl)benzamid CC1=CC=C(C(=O)NC2=CC=C(C=C2)N2CCN(CC2)C=2C=NC=CC2)C=C1